Acrylic acid 7-hydroxyheptyl ester OCCCCCCCOC(C=C)=O